tetraethylene glycol dibutyrate C(CCC)(=O)OCCOCCOCCOCCOC(CCC)=O